FC1=CC=C(C=C1)[C@@H]([C@H](CCCC)O)O 1-(4-fluorophenyl)-(S,S)-1,2-hexanediol